CC1NC(COC1)C1=CC=C(C=C1)C(F)(F)F 3-methyl-5-(4-(trifluoromethyl)phenyl)morpholine